beta-D-mannonic acid OC1([C@@H](O)[C@@H](O)[C@H](O)[C@H](O1)CO)O